4-bromo-N-(2,6-difluorophenyl)-5-fluoro-2-{[(2S)-1,1,1-trifluoroprop-2-yl]oxy}benzamide BrC1=CC(=C(C(=O)NC2=C(C=CC=C2F)F)C=C1F)O[C@H](C(F)(F)F)C